N1(N=NC=C1)CCN(CC(=O)NC=1C=CC(=NC1Cl)C(=O)NCCCCCCCC(=O)OC)C(=O)OC(C)(C)C methyl 8-(5-(2-((2-(1H-1,2,3-triazol-1-yl)ethyl)(tert-butoxycarbonyl)amino)acetamido)-6-chloropicolinamido)octanoate